3-fluoro-4-(7-fluoro-1H-pyrrolo[3,2-c]pyridin-4-yl)-N-(4-hydroxy-bicyclo[2.2.2]oct-1-yl)benzamide FC=1C=C(C(=O)NC23CCC(CC2)(CC3)O)C=CC1C1=NC=C(C3=C1C=CN3)F